1-((3R,4R)-3-(3-((4-amino-5-(4-chloro-3-methoxyphenyl)-7-methyl-7H-pyrrolo[2,3-d]pyrimidin-6-yl)ethynyl)azetidin-1-yl)-4-hydroxypiperidin-1-yl)prop-2-en-1-one NC=1C2=C(N=CN1)N(C(=C2C2=CC(=C(C=C2)Cl)OC)C#CC2CN(C2)[C@@H]2CN(CC[C@H]2O)C(C=C)=O)C